[Si](C1=CC=CC=C1)(C1=CC=CC=C1)(C(C)(C)C)OCC1CC(C1)N1N=C2C=C(C(=CC2=C1)[N+](=O)[O-])C(=O)OC(=O)OC(C)C isopropoxycarbonyl 2-[3-[[tert-butyl(diphenyl)silyl]oxymethyl]cyclobutyl]-5-nitro-indazole-6-carboxylate